4-((5-(1,9-Diazaspiro[5.5]undec-9-yl)pyrazin-2-yl)thio)-3-chloropyridin-2-amine N1CCCCC12CCN(CC2)C=2N=CC(=NC2)SC2=C(C(=NC=C2)N)Cl